FC=1C=C(C=CC1F)N(C(=O)Cl)C1=CC=CC=C1 3,4-difluorophenyl-(phenyl)carbamoyl chloride